C(C)(=O)N1CCN(CC1)C1=CC=C(C=C1)NC1=NC=CC(=N1)C1=CC=C(C(=O)NCC#N)C=C1 4-(2-(4-(4-acetylpiperazin-1-yl)phenylamino)pyrimidin-4-yl)-N-(cyanomethyl)benzamide